C(=O)(O)C(C(=O)O)N[C@@H](C)C(=O)O Dicarboxymethylalanine